CC(=CC)C1=C(C2=CC=CC=C2C=C1)C1=C(C=CC(=C1)C(F)(F)F)P(C1=CC=CC=C1)C1=CC=CC=C1 (2-(2-(but-2-en-2-yl)naphthalen-1-yl)-4-(trifluoromethyl)phenyl)diphenylphosphine